CC(=CCC/C(=C/CC/C(=C/CC/C(=C/CC/C(=C/CC/C(=C/CC/C(=C/CC/C(=C/CC/C(=C/CC/C(=C/CC/C(=C/CC/C(=C/CC/C(=C/CC/C(=C/CC/C(=C/CC/C(=C/CC/C(=C/CC/C(=C/CC/C(=C/COP(=O)(O)OP(=O)(O)O)/C)/C)/C)/C)/C)/C)/C)/C)/C)/C)/C)/C)/C)/C)/C)/C)/C)/C)C The molecule is a polyprenol diphosphate compound having nineteen prenyl units with undefined stereochemistry about the double bonds. It has a role as a Saccharomyces cerevisiae metabolite.